4-((S)-2-((S)-2-amino-3-methylbutanamido)-5-ureidopentanamido)benzyl (4-nitrophenyl) carbonate C(OCC1=CC=C(C=C1)NC([C@H](CCCNC(=O)N)NC([C@H](C(C)C)N)=O)=O)(OC1=CC=C(C=C1)[N+](=O)[O-])=O